OCCN1CC2=C(CC1)N(C=N2)C 5-(2-hydroxyethyl)-1-methyl-4,5,6,7-tetrahydro-1H-imidazo[4,5-c]pyridine